ClC1=C(C(=O)N2COC3=C(C2)C=CC=C3C3=CC(=C(C(=O)O)C=C3F)N3C2COCC3CC2)C(=CC(=C1)C1=CN=C2N1CCC2)Cl 4-[3-[2,6-Dichloro-4-(6,7-dihydro-5H-pyrrolo[1,2-a]imidazol-3-yl)benzoyl]-2,4-dihydro-1,3-benzoxazin-8-yl]-5-fluoro-2-(3-oxa-8-azabicyclo[3.2.1]octan-8-yl)benzoic acid